C(CCCCCCCCCCCCCCC)(=O)[O-].[Ca+2].C(CCCCCCCCCCCCCCC)(=O)[O-] calcium palmitate salt